2-(4-bromophenyl)-6,9-bis(4-methoxyphenyl)-1-phenyl-1H-phenanthro[9,10-d]imidazole BrC1=CC=C(C=C1)C1=NC2=C(N1C1=CC=CC=C1)C1=CC=C(C=C1C=1C=C(C=CC12)C1=CC=C(C=C1)OC)C1=CC=C(C=C1)OC